BrC1=NN2CC(N(CCC2=C1)CCOC)=O 2-bromo-6-(2-methoxyethyl)-4H,5H,6H,7H,8H-pyrazolo[1,5-d][1,4]diazepin-7-one